(1S,4s)-4-(2-((R)-1-benzylpiperidin-3-ylamino)-8-(2,6-dichloro-4-fluorophenylamino)-9H-purin-9-yl)cyclohexanecarboxamide C(C1=CC=CC=C1)N1C[C@@H](CCC1)NC1=NC=C2N=C(N(C2=N1)C1CCC(CC1)C(=O)N)NC1=C(C=C(C=C1Cl)F)Cl